Tert-butyl 4-(methylamino)piperidine-1-carboxylate CNC1CCN(CC1)C(=O)OC(C)(C)C